1-(3-{3-[(S)-(1,3-Dimethyl-azetidin-3-yl)-hydroxy-(4-isopropyl-phenyl)-methyl]-phenyl}-[1,2,4]oxadiazol-5-yl)-2-methyl-propan-2-ol CN1CC(C1)(C)[C@@](C=1C=C(C=CC1)C1=NOC(=N1)CC(C)(O)C)(C1=CC=C(C=C1)C(C)C)O